2-methylpropenylamine CC(=CN)C